FC(CN1N=CC=2C1=NC(=CN2)N2CC1(CCC2)CCN(CC1)C=1C=NC(=CC1)C(F)(F)F)F 2-[1-(2,2-difluoroethyl)-1H-pyrazolo[3,4-b]pyrazin-6-yl]-9-[6-(trifluoromethyl)pyridin-3-yl]-2,9-diazaspiro[5.5]undecane